2-Bromo-5-(pentafluoro-sulfanyl)aniline BrC1=C(N)C=C(C=C1)S(F)(F)(F)(F)F